4-oxo-N-(6-(pyridin-3-yl)pyridazin-3-yl)butanamide O=CCCC(=O)NC=1N=NC(=CC1)C=1C=NC=CC1